3-amino-2-(3-cyanophenyl)-N-[7-(1H-pyrazol-4-yl)-5H-pyrrolo[3,2-d]pyrimidin-4-yl]propionamide NCC(C(=O)NC=1C2=C(N=CN1)C(=CN2)C=2C=NNC2)C2=CC(=CC=C2)C#N